N,N-dimethyl-cyanoformamide alpha,alpha-Dimethylphenethyl-Butyrate CC(CC1=CC=CC=C1)(C)OC(CCC)=O.CN(C(=O)C#N)C